2,5-diphenyl-3-(m-tolyl)tetrazolium C1(=CC=CC=C1)N1[NH2+]C(=NN1C=1C=C(C=CC1)C)C1=CC=CC=C1